FC1(C(CNC1)NC1=CC=CC(=N1)C1=CN=C2N1C=C(C=C2)C(C)(C)O)F 2-(3-(6-((4,4-difluoropyrrolidin-3-yl)amino)pyridin-2-yl)imidazo[1,2-a]-pyridin-6-yl)propan-2-ol